copper-molybdenum-manganese [Mn].[Mo].[Cu]